3-(1-Methyl-cyclopropyl)-[1,2,4]oxadiazole-5-carboxylic acid CC1(CC1)C1=NOC(=N1)C(=O)O